1-O-octadecyl-2-O-(3-fluorobenzyl)-sn-glycerol C(CCCCCCCCCCCCCCCCC)OC[C@@H](OCC1=CC(=CC=C1)F)CO